2-chloro-4-(1-ethoxyvinyl)pyrimidine ClC1=NC=CC(=N1)C(=C)OCC